CC1=NC(=CC=C1S(=O)(=O)N1CC2(C1)CN(C2)[C@@H](C)[C@]2(OCCC2)C)C(F)(F)F 2-((2-methyl-6-(trifluoromethyl)pyridin-3-yl)sulfonyl)-6-((S)-1-((S)-2-methyltetrahydrofuran-2-yl)ethyl)-2,6-diazaspiro[3.3]heptane